(1R,5S,6R)-3-[(tert-butoxy)carbonyl]-3-azabicyclo[3.1.0]hexane-6-carboxylic acid C(C)(C)(C)OC(=O)N1C[C@H]2C([C@H]2C1)C(=O)O